[Si](C)(C)(C(C)(C)C)OCC1CC2=CC=C(C(=C2C1)F)O 2-[[tert-butyl(dimethyl)silyl]oxymethyl]-4-fluoro-indan-5-ol